CCCCCC/C=C/CCCCC/C=C/CCC(=O)O Trans-11-Octadecadienoic Acid